Propargyl-indium C(C#C)[In]